1-oxo-3H-isoindole-5-carboxylic acid O=C1NCC2=CC(=CC=C12)C(=O)O